4-(6-(2-(3-methylbenzylidene)hydrazinyl)-9-(3-methylpyridin-2-yl)-9H-purin-2-yl)morpholine CC=1C=C(C=NNC2=C3N=CN(C3=NC(=N2)N2CCOCC2)C2=NC=CC=C2C)C=CC1